FC1=C2C(=NC=C1)NC(=C2C)C(=O)N[C@@H]2[C@H]([C@H]1C(CC2C1)(C)C)C 4-fluoro-3-methyl-N-[(1S,2S,3S,5R)-2,6,6-trimethylnorborn-3-yl]-1H-pyrrolo[2,3-b]pyridine-2-carboxamide